4-(2-Amino-2-methylpropanoyl)-N-(1-(trans-4-(((cis-4-aminocyclohexyl)amino)methyl)cyclohexyl)-2-oxo-1,2-dihydropyrimidin-4-yl)piperazine-1-carboxamide hydrochloride salt Cl.NC(C(=O)N1CCN(CC1)C(=O)NC1=NC(N(C=C1)[C@@H]1CC[C@H](CC1)CN[C@@H]1CC[C@@H](CC1)N)=O)(C)C